tert-butyl (2s)-4-[3-(5-bromo-2-pyridyl)-4,4,4-trifluoro-3-hydroxy-butyl]sulfanyl-2-(tert-butoxycarbonylamino)butanoate BrC=1C=CC(=NC1)C(CCSCC[C@@H](C(=O)OC(C)(C)C)NC(=O)OC(C)(C)C)(C(F)(F)F)O